methyl (E)-3-(3-(N-((2-chloro-4-(1-methyl-1H-indazol-5-yl)phenyl)methyl-d)benzamido)-5-fluorophenyl)acrylate ClC1=C(C=CC(=C1)C=1C=C2C=NN(C2=CC1)C)C(N(C(C1=CC=CC=C1)=O)C=1C=C(C=C(C1)F)/C=C/C(=O)OC)[2H]